ClC=1C=C(C(=C(C1)C1=NC=NN2C1=CC(=C2)CN2C(N(C=CC2=O)C)=O)C[C@@H]2CNCCO2)C (R)-3-((4-(5-chloro-3-methyl-2-(morpholin-2-ylmethyl)phenyl)pyrrolo[2,1-f][1,2,4]triazin-6-yl)methyl)-1-methylpyrimidine-2,4(1H,3H)-dione